CN1C(N(C2=NC(=NC=C12)NC=1C(=CC=2N(C1)N=C(N2)C(F)(F)F)C)C2(CCOCC2)C#N)=O 4-(7-methyl-2-((7-methyl-2-(trifluoromethyl)-[1,2,4]triazolo[1,5-a]pyridin-6-yl)amino)-8-oxo-7,8-dihydro-9H-purin-9-yl)tetrahydro-2H-pyran-4-carbonitrile